dodecyl-(glycidyl) ether C(CCCCCCCCCCC)OCC1CO1